4-methyl-6-(thiophen-3-yl)pyridin CC1=CC=NC(=C1)C1=CSC=C1